NC1=C(C=CC=C1)C12CC3CC(CC(C1)C3)C2 (2-aminophenyl)adamantan